C(=O)(OC(C)(C)C)N(CC(=O)O)CC#C N-Boc-propargyl-glycine